(R)-4-{3-[4-(6-bromoquinolin-2-yl)piperazin-1-yl]propyl}-1,3-dimethylpiperazin-2-one BrC=1C=C2C=CC(=NC2=CC1)N1CCN(CC1)CCCN1[C@@H](C(N(CC1)C)=O)C